C(C)OC(=O)C=1N(C=C(C1C1=CC=CC=C1)C1=C(C(=CC=C1)OC)F)N.FC1=C(C=CC(=C1)F)NC1=C(C(=O)NC2=CC(=NN2C)C(F)(F)F)C=CC=C1 2-((2,4-Difluorophenyl)amino)-N-(1-methyl-3-(trifluoromethyl)-1H-pyrazol-5-yl)benzamide ethyl-1-amino-4-(2-fluoro-3-methoxyphenyl)-3-phenyl-1H-pyrrole-2-carboxylate